4-((4-methoxybenzyl)((1S,2S)-2-methylcyclopropyl)amino)-2-(methylsulfonyl)pyrazolo[1,5-a][1,3,5]triazine-8-carbonitrile COC1=CC=C(CN(C2=NC(=NC=3N2N=CC3C#N)S(=O)(=O)C)[C@@H]3[C@H](C3)C)C=C1